1-(5-(3-cyano-6-ethoxypyrazolo[1,5-a]pyridin-4-yl)pyridin-2-yl)-4-((3,3-difluoropyrrolidin-1-yl)methyl)-N-isobutylpiperidine-4-carboxamide C(#N)C=1C=NN2C1C(=CC(=C2)OCC)C=2C=CC(=NC2)N2CCC(CC2)(C(=O)NCC(C)C)CN2CC(CC2)(F)F